C1(CC1)S(=O)(=O)NC1=CN=CC(=N1)C(C(=O)OC)(CC)F Methyl 2-(6-(cyclopropanesulfonamido)pyrazin-2-yl)-2-fluorobutanoate